(2s,7as)-2-methoxy-6-methylenetetrahydro-1H-pyrrolizin CO[C@H]1C[C@@H]2CC(CN2C1)=C